bis(4-cyanatophenyl)-2-pentanol O(C#N)C1=CC=C(C=C1)C(C(CCC)O)C1=CC=C(C=C1)OC#N